S(C)(=O)(=O)[O-].S(C)(=O)(=O)[O-].S(C)(=O)(=O)[O-].[Sm+3] samarium trimesylate